FC1=C(C(=CC(=C1)C#CC1=CC=CC=C1)F)NS(=O)(=O)C1=C(C(=CC(=C1)C)F)C N-[2,6-difluoro-4-(2-phenylethynyl)phenyl]-3-fluoro-2,5-dimethyl-benzenesulfonamide